BrC=1C=CC2=C(C(=NC3(CCC3)C=3N2C=NC3C(=O)O)C3=C(C=CC=C3)F)C1 8-bromo-6-(2-fluorophenyl)spiro[benzo[f]imidazo[1,5-a][1,4]diazepine-4,1'-cyclobutane]-3-carboxylic acid